1,2,3-oxathiazinane O1SNCCC1